2-Bromo-5-cyclopropyl-pyridine BrC1=NC=C(C=C1)C1CC1